4-(2-aminopyridin-4-yl)-1H-indole-7-carboxamide NC1=NC=CC(=C1)C1=C2C=CNC2=C(C=C1)C(=O)N